2-{3-[(4-methane-sulfonyl-2-methoxy-phenyl)amino]prop-1-yn-1-yl}-N-[(1R,4R)-4-{hexahydro-1H-furo[3,4-c]pyrrol-5-yl}cyclohexyl]-1-(2,2,2-trifluoroethyl)-1H-indol-4-amine CS(=O)(=O)C1=CC(=C(C=C1)NCC#CC=1N(C=2C=CC=C(C2C1)NC1CCC(CC1)N1CC2C(C1)COC2)CC(F)(F)F)OC